C1(CC1)COC1=CC=C(C=C1)C=1C(=NC(=CN1)CCCCC(F)(F)F)N1CCC(CC1)C(=O)O 1-(3-(4-(cyclopropylmethoxy)phenyl)-6-(5,5,5-trifluoropentyl)pyrazin-2-yl)piperidine-4-carboxylic acid